tert-butyl 3-(3-(2-(methoxymethoxy)phenyl)-7H-pyrrolo[2,3-c]pyridazin-6-yl)azetidine-1-carboxylate COCOC1=C(C=CC=C1)C1=CC2=C(N=N1)NC(=C2)C2CN(C2)C(=O)OC(C)(C)C